ClC1=NC=C(C(=C1)CNC(OCC1C2=CC=CC=C2C=2C=CC=CC12)=O)SC1=NC=CC=C1C=O (9H-Fluoren-9-yl)methyl ((2-chloro-5-((3-formylpyridin-2-yl)thio)pyridin-4-yl)methyl)carbamate